O[C@@H](COC1=CC=C(C=C1)C=1C=CC(=NC1)NCCNC(OC(C)(C)C)=O)C (R)-tert-butyl (2-((5-(4-(2-hydroxypropoxy)-phenyl)pyridin-2-yl)amino)ethyl)carbamate